7-methyl-1,3-benzothiazol-2-amine CC1=CC=CC=2N=C(SC21)N